(3,5-bis(trifluoromethyl)benzoyl)-N-(4-chlorophenyl)piperidine-3-carboxamide FC(C=1C=C(C(=O)N2CC(CCC2)C(=O)NC2=CC=C(C=C2)Cl)C=C(C1)C(F)(F)F)(F)F